ClC(C1=NC(=NO1)C1=CC=C(C=C1)NC=1C(C(C1NC=1C=NOC1)=O)=O)(F)F 3-((4-(5-(chlorodifluoromethyl)-1,2,4-oxadiazol-3-yl)phenyl)amino)-4-(isoxazol-4-ylamino)cyclobut-3-ene-1,2-dione